tetrahydro-3aH-pyrano[2,3-d]oxazole-6,7-diol O1CNC2C1=C(C(CO2)O)O